N-(4-(3-amino-7-(5-morpholinopyridin-2-yl)-1H-pyrazolo[4,3-c]pyridin-4-yl)benzyl)-5-fluoro-2-methoxybenzamide NC1=NNC2=C1C(=NC=C2C2=NC=C(C=C2)N2CCOCC2)C2=CC=C(CNC(C1=C(C=CC(=C1)F)OC)=O)C=C2